[N+](=O)([O-])N=NC=1C=C(C(C=O)=CC1)O para-nitroazosalicylaldehyde